6-((1R,6R)-6-aminocyclohex-3-en-1-yl-2,2,3,4,5,5-d6)-7-bromo-2-chloro-N-(furan-2-ylmethyl)thieno[3,2-d]pyrimidin-4-amine formate C(=O)O.N[C@@H]1C(C(=C(C([C@H]1C1=C(C=2N=C(N=C(C2S1)NCC=1OC=CC1)Cl)Br)([2H])[2H])[2H])[2H])([2H])[2H]